tert-butyl 3-hydroxy-3-(1H-indol-3-yl)azetidine-1-carboxylate OC1(CN(C1)C(=O)OC(C)(C)C)C1=CNC2=CC=CC=C12